Methyl (±)-4-amino-3-hydroxy-3-methylbutanoate NC[C@](CC(=O)OC)(C)O |r|